2,4-dichloro-1,3-diazaanthracene ClC1=NC2=CC3=CC=CC=C3C=C2C(=N1)Cl